FC1=C(C=CC(=C1C(F)(F)F)OC)C(C)NS(=O)C(C)(C)C N-(1-(2-fluoro-4-methoxy-3-(trifluoromethyl)phenyl)ethyl)-2-methylpropane-2-sulfinamide